acetoxy-2-((1S,4S)-4-(6-fluoroquinolin-4-yl)cyclohexyl)-N'-acetylpropionamidine C(C)(=O)OC(C(=NC(C)=O)N)(C)C1CCC(CC1)C1=CC=NC2=CC=C(C=C12)F